5-(4-chloro-3-{[(2S)-1-(1H-tetrazol-1-yl)propan-2-yl]oxy}phenyl)-N-(1-{1,4-dioxaspiro[4.5]decan-8-yl}-3-isopropyl-1H-pyrazol-4-yl)pyrimidin-2-amine ClC1=C(C=C(C=C1)C=1C=NC(=NC1)NC=1C(=NN(C1)C1CCC2(OCCO2)CC1)C(C)C)O[C@H](CN1N=NN=C1)C